O[C@@H]1[C@H](O)[C@@H](O)[C@@H](O)[C@H](O1)CO α-D-galacto-pyranose